tert-butyl (3S,5S)-3-[(8-carbamoyl-6-{3,5-difluoro-4-[(1-hydroxycyclobutyl)methoxy]phenyl}pyrido[3,2-d]pyrimidin-4-yl)amino]-5-fluoropiperidine-1-carboxylate C(N)(=O)C1=CC(=NC2=C1N=CN=C2N[C@@H]2CN(C[C@H](C2)F)C(=O)OC(C)(C)C)C2=CC(=C(C(=C2)F)OCC2(CCC2)O)F